3-(3,5-di-tert.-butyl-4-hydroxyphenyl)-propanoic acid C(C)(C)(C)C=1C=C(C=C(C1O)C(C)(C)C)CCC(=O)O